6-(3,5-Difluorobenzyl)-5,6,7,8-tetrahydropyrido[3,4-d]pyridazin-4(3H)-one FC=1C=C(CN2CC=3C(NN=CC3CC2)=O)C=C(C1)F